bis-uridine tetraphosphate OP(O)(=O)OP(=O)(O)OP(=O)(O)OP(=O)(O)O.[C@@H]1([C@H](O)[C@H](O)[C@@H](CO)O1)N1C(=O)NC(=O)C=C1.[C@@H]1([C@H](O)[C@H](O)[C@@H](CO)O1)N1C(=O)NC(=O)C=C1